(R)-N-(1-(4-amino-6-(trifluoromethyl)pyridin-2-yl)ethylidene)-2-methylpropane-2-sulfinamide NC1=CC(=NC(=C1)C(F)(F)F)C(C)=N[S@](=O)C(C)(C)C